COC1(CCCCC1)OC1(CCCCC1)OC 1-methoxycyclohexyl ether